C1(=CC=CC2=CC=CC=C12)NC(C=1C(C(=O)O)=CC=CC1)=O N-1-NAPHTHYLPHTHALAMIC ACID